6-chloro-8-cyclopropoxy-7-(5-methyl-1H-indazol-4-yl)-2-((((S)-1-methylpyrrolidin-2-yl)methoxy)quinazolin-4-yl)-2-(cyanomethyl)piperazine-1-carboxylic acid tert-butyl ester C(C)(C)(C)OC(=O)N1C(CNCC1Cl)(CC#N)C1=NC(=NC2=C(C(=CC=C12)C1=C2C=NNC2=CC=C1C)OC1CC1)OC[C@H]1N(CCC1)C